CN(C(O)=O)C1=NC=C(C=C1)C1=CN=C2N1C=C(C=C2)C(N(COC)C2=CC(=C(C=C2)F)OC)=O.OC2=CCC(OC1=NC(=CC3=CC=CC=C13)C(=O)NCC(=O)O)(C=C2)C N-(4-hydroxy-1-methyl-phenoxyisoquinoline-3-carbonyl)glycine methyl-N-[5-[6-[(4-fluoro-3-methoxy-phenyl)-(methoxymethyl)carbamoyl]imidazo[1,2-a]pyridin-3-yl]-2-pyridyl]carbamate